C(C1CO1)OC12C(O1)(O2)OCC2CO2 bis-epoxyethylene glycol bisglycidyl ether